O=C(CCOCC1NCC1)N1CC=2N(CC1)C1=C(N2)C=C(C=N1)C(F)(F)F 2-((3-oxo-3-(3-(trifluoromethyl)-8,9-dihydropyrido[3',2':4,5]imidazo[1,2-a]pyrazin-7(6H)-yl)propoxy)methyl)azetidin